S1C(=NC2=C1C=CC=C2)C(CC[C@@H]2C(NCC2)=O)=O (2S)-1-(1,3-benzothiazol-2-yl)-1-oxo-3-[(3S)-2-oxopyrrolidin-3-yl]propan